2-(4-chlorophenyl)-1H-indene ClC1=CC=C(C=C1)C=1CC2=CC=CC=C2C1